[IH](=O)=O iodic acid hydride